tert-butyl (1R,3R)-1-(((R)-tert-butylsulfinyl) amino)-3-cyclopropoxy-8-azaspiro[4.5]decan-8-carboxylate C(C)(C)(C)[S@@](=O)N[C@@H]1C[C@@H](CC12CCN(CC2)C(=O)OC(C)(C)C)OC2CC2